C(C=C)(=O)N1CCN(CC1)C1=C(C(=NC2=C(C(=C(C=C12)Cl)C1=CC=C(C2=C1N=C(S2)N)F)F)C)C#N 4-(4-Acryloylpiperazin-1-yl)-7-(2-amino-7-fluorobenzo[d]thiazol-4-yl)-6-chloro-8-fluoro-2-Methylquinoline-3-carbonitrile